CC(=NCCN)CC(NCCN=C(CC(C)C)C)(C)C 5,7,7,12,14,14-hexamethyl-1,4,8,11-tetraazatetradec-4,11-diene